ClC1=C(C=CC=C1C(=O)N1C[C@H]2CO[C@@H](CN2CC1)C1=CC(=C(C=C1)F)Cl)N1CC(NCC1)=O 4-(2-chloro-3-((3R,9aS)-3-(3-chloro-4-fluorophenyl)octahydropyrazino[2,1-c][1,4]oxazine-8-carbonyl)phenyl)piperazin-2-one